dibenzyl-carbon C(C1=CC=CC=C1)[C]CC1=CC=CC=C1